ClC=1C(=NC(=NC1)NC=1C(=NN(C1)C)C#N)N1C=C(C2=CC(=CC=C12)NC(C=C)=O)C N-[1-[5-chloro-2-[(3-cyano-1-methyl-pyrazol-4-yl)amino]pyrimidin-4-yl]-3-methyl-indol-5-yl]prop-2-enamide